COC[C@H](O)[C@@H](OC)[C@H](O)[C@H](O)COC 1,3,6-tri-O-methyl-glucitol